S1C=NC(=C1)CCC1=C(C=C2C=C(NC2=C1)CNC(=O)N1CCCC1)OC(F)(F)F N-({6-[2-(1,3-thiazol-4-yl)ethyl]-5-trifluoromethoxy-2-indolyl}methyl)-1-pyrrolidinecarboxamide